C(C1=CC=CC=C1)N([C@@H](CCC(F)(F)F)C(=O)O)C(=O)C=1NC2=CC=CC(=C2C1)OC benzyl-5,5,5-trifluoro-N-[(4-methoxy-1H-indol-2-yl)carbonyl]-L-norvaline